C(#N)C1=CC=C(CNC(=O)C2=NN(C=3C(N(CCC32)CC3(CC3)S(NCC3=NC=CN=C3)(=O)=O)=O)C)C=C1 N-(4-cyanobenzyl)-1-methyl-7-oxo-6-((1-(N-(pyrazin-2-ylmethyl)sulfamoyl)cyclopropyl)methyl)-4,5,6,7-tetrahydro-1H-pyrazolo[3,4-c]pyridine-3-carboxamide